FC(CO)(F)C=1C(=C(C=CC1)[C@@H](C)NC(=O)C1=NN(C(C=C1)=O)C=1C(=NC=CC1)F)F N-[(1R)-1-[3-(1,1-difluoro-2-hydroxy-ethyl)-2-fluorophenyl]ethyl]-1-(2-fluoro-3-pyridyl)-6-oxo-pyridazine-3-carboxamide